FC=1C=C(OC=2C=3N(C=CN2)C(NN3)=O)C=CC1 8-(3-fluorophenoxy)-3-oxo-2H,3H-[1,2,4]triazolo[4,3-a]pyrazin